ClC1=C(C=C(N=N1)C=1C=NC=NC1)C1C(C1)C1=CC(=CC=C1)OC 5-(6-Chloro-5-(2-(3-methoxyphenyl)cyclopropyl)pyridazin-3-yl)pyrimidine